C(C(C)C)[C@@H]1C(N2[C@@H](N(O1)C(\C=C\C=1OC=CN1)=O)CN(C([C@@H]2CC(C)C)=O)C2CCN(CC2)C)=O (3R,6S,9aS)-3,6-diisobutyl-8-(1-methylpiperidin-4-yl)-1-((E)-3-(oxazol-2-yl)acryloyl)tetrahydropyrazino[2,1-c][1,2,4]oxadiazine-4,7(3H,6H)-dione